1-Ethyl-4-(4-ethyl-2,6-dihydroxyphenyl)-5-methylindolin-2-one C(C)N1C(CC2=C(C(=CC=C12)C)C1=C(C=C(C=C1O)CC)O)=O